C(C)N1CCN(CC1)C(CN1N=CC(=C1)NC1=NN2C(C(=CC=C2)N2CC(C2)(C2=CC(=CC=C2)SC)CC#N)=N1)=O 2-[1-[2-[[1-[2-(4-ethylpiperazin-1-yl)-2-oxo-ethyl]pyrazol-4-yl]amino]-[1,2,4]triazolo[1,5-a]pyridin-8-yl]-3-(3-methylsulfanylphenyl)azetidin-3-yl]acetonitrile